N-(5-((6-((R)-3-(2,4-difluorophenyl)isoxazolidine-2-yl)pyrimidine-4-yl)amino)-2-(4-isopropylpiperazine-1-yl)-4-methoxyphenyl)acrylamide FC1=C(C=CC(=C1)F)[C@@H]1N(OCC1)C1=CC(=NC=N1)NC=1C(=CC(=C(C1)NC(C=C)=O)N1CCN(CC1)C(C)C)OC